C(C1=CC=CC=C1)ONCCO[Si](C)(C)C(C)(C)C O-Benzyl-N-(2-((tert-butyldimethylsilyl)oxy)ethyl)hydroxylamine